C(C1=CC=CC=C1)N1C(N(SC1=O)CCOC1=CC=CC=2OC(OC(C21)=O)(C)C)=O 4-benzyl-2-(2-((2,2-dimethyl-4-oxo-4H-benzo[d][1,3]dioxin-5-yl)oxy)ethyl)-1,2,4-thiadiazolidine-3,5-dione